(S)-3-(4-(7'-chloro-2'-oxospiro[cyclopropane-1,3'-indoline]-1'-yl)phenyl)-2-(2-chloro-6-fluorobenzoylamino)propionic acid ClC=1C=CC=C2C3(C(N(C12)C1=CC=C(C=C1)C[C@@H](C(=O)O)NC(C1=C(C=CC=C1F)Cl)=O)=O)CC3